BrC1=C2C=NN(C2=C(C=C1)CNC(C1=C(N=CC=C1)OC)=O)COCC[Si](C)(C)C N-((4-Bromo-1-((2-(trimethylsilyl)ethoxy)methyl)-1H-indazol-7-yl)methyl)-2-methoxynicotinamide